NC=1C(=NNC1[N+](=O)[O-])[N+](=O)[O-] 4-amino-3,5-dinitropyrazole